C(C)(=O)O[C@@H]1[C@H](O[C@@H]([C@H]([C@@H]1OC(C)=O)OC(C)=O)COC(C)=O)OCCN(C(CN(CC(=O)NCCCCCC(=O)OCC1=CC=CC=C1)CC(=O)NCCO[C@H]1[C@@H](O)[C@H](O)[C@H](O)[C@@H](O1)C)=O)CCO[C@@H]1[C@@H](OC(C)=O)[C@@H](OC(C)=O)[C@H](OC(C)=O)[C@H](O1)COC(C)=O Benzyl 6-(2-{[2-(bis{2-[(2,3,4,6-tetra-O-acetyl-α-D-mannopyranosyl)oxy]ethyl}amino)-2-oxoethyl][2-({2-[(α-L-fucopyranosyl)oxy]ethyl}amino)-2-oxoethyl]amino}acetamido)hexanoate